OC=1C=C(C(=O)OCCCCCCCCCCCCCCCCCC)C=C(C1O)O octadecyl 3,4,5-trihydroxybenzoate